(S)-7-((6-((dimethylamino)-methyl)-5-(tetrahydrofuran-3-yl)pyridin-2-yl)amino)-4-(7-methylpyrazolo-[1,5-a]pyridin-3-yl)isoindolin-1-one CN(C)CC1=C(C=CC(=N1)NC=1C=CC(=C2CNC(C12)=O)C=1C=NN2C1C=CC=C2C)[C@H]2COCC2